OC=1C=CC(=NC1)/C=C/C1=NN(C2=CC(=CC=C12)SC1=C(C(=O)NC)C=CC=C1)C1OCCCC1 2-[3-[(E)-2-(5-hydroxy-2-pyridinyl)vinyl]-1-tetrahydropyran-2-yl-indazol-6-yl]thio-N-methyl-benzamide